C1(CC1)C1=CC(=NN1)NC(C(C=1C=CC(=NC1)C=1CNCCC1)(F)F)=O N-(5-cyclopropyl-1H-pyrazol-3-yl)-2,2-difluoro-2-(1',2',5',6'-tetrahydro-[2,3'-bipyridin]-5-yl)acetamide